C(C=1C(C(=O)[O-])=CC=CC1)(=O)O[O-].[Mg+2] Magnesium monoperoxyphthalat